CC1=NOC(=C1NC(=O)O[C@H](C)C=1C=NC=CC1)C1=CC=C(OC[C@@H]2[C@H](CCCC2)C(=O)OC)C=C1 methyl (1S,2S)-2-((4-(3-methyl-4-((((R)-1-(pyridin-3-yl)ethoxy)carbonyl)amino)isoxazol-5-yl)phenoxy)methyl)cyclohexane-1-carboxylate